morpholino(2-(4-(3-phenylpropyl)morpholin-2-yl)quinolin-4-yl)methanone O1CCN(CC1)C(=O)C1=CC(=NC2=CC=CC=C12)C1CN(CCO1)CCCC1=CC=CC=C1